4-(4-ethylphenyl)phthalazin-1(2H)-one C(C)C1=CC=C(C=C1)C1=NNC(C2=CC=CC=C12)=O